ClC=1C=C(C=CC1N1CCN(CC1)C)NC1=NC=CC(=N1)C1=NN(C(=C1)C(=O)N[C@H](C(F)(F)F)C)C 3-(2-{[3-chloro-4-(4-methylpiperazin-1-yl)phenyl]amino}pyrimidin-4-yl)-1-methyl-N-[(2S)-1,1,1-trifluoropropan-2-yl]-1H-pyrazole-5-carboxamide